(R)-6-(2-fluoro-4-(1-phenylethoxy)phenyl)-4-(1,2,3,6-tetrahydropyridin-4-yl)-7H-pyrrolo[2,3-d]pyrimidine FC1=C(C=CC(=C1)O[C@H](C)C1=CC=CC=C1)C1=CC2=C(N=CN=C2C=2CCNCC2)N1